1,3-bis{[2-(1,1-dimethylethoxy)cyclohexan-1-yl]methyl}imidazolium CC(C)(OC1C(CCCC1)CN1C=[N+](C=C1)CC1C(CCCC1)OC(C)(C)C)C